Br[SiH]1C[SiH](CCC1)CC 1-bromo-3-ethyl-1,3-disilacyclohexane